1,1'-bis(2,4-dinitrophenyl)-4,4'-bipyridine [N+](=O)([O-])C1=C(C=CC(=C1)[N+](=O)[O-])N1C=CC(C=C1)=C1C=CN(C=C1)C1=C(C=C(C=C1)[N+](=O)[O-])[N+](=O)[O-]